4-(5-(1-((6-(((tert-butoxycarbonyl)(cyclobutylmethyl)amino)methyl)imidazo[1,2-a]pyridin-2-yl)Methyl)-1H-1,2,3-triazol-4-yl)pyridin-3-yl)piperazine-1-carboxylic acid tert-butyl ester C(C)(C)(C)OC(=O)N1CCN(CC1)C=1C=NC=C(C1)C=1N=NN(C1)CC=1N=C2N(C=C(C=C2)CN(CC2CCC2)C(=O)OC(C)(C)C)C1